1,4-phthalazinediol C1(=NN=C(C2=CC=CC=C12)O)O